OC(C1CCN(CC1)C(=O)C=1C(=NSC1NC)C)C1=CC=CC=C1 [4-(Hydroxyphenylmethyl)-1-piperidinyl][3-methyl-5-(methylamino)-4-isothiazolyl]methanone